O1CCN(CC1)C1=CC(=NC=C1)N1CC2(CN(C2)C(CC)=O)C1 1-[6-(4-morpholino-2-pyridyl)-2,6-diazaspiro[3.3]heptan-2-yl]propan-1-one